C(C)N(CCC=CC1=CC=CC=C1)CC 2-(diethylamino)ethyl-styrene